BrC=1C(N(C=CC1)CC(F)(F)F)=O 3-bromo-1-(2,2,2-trifluoroethyl)pyridin-2(1H)-one